4-Bromo-6-fluoro-2-(tetrahydro-2H-pyran-2-yl)-2H-indazole BrC=1C2=CN(N=C2C=C(C1)F)C1OCCCC1